methyl 3,4-bis(chloromethyl)-2,5-dihydro-1H-pyrrole-1-carboxylate ClCC=1CN(CC1CCl)C(=O)OC